6-(tert-butoxycarbonyl)-4,5,6,7-tetrahydrothieno[2,3-c]pyridine-3-carboxylic acid C(C)(C)(C)OC(=O)N1CC2=C(CC1)C(=CS2)C(=O)O